OC(C)(C)C=1C=C(C=CC1)B(O)O 3-(2-hydroxy-2-propyl)phenylboronic acid